C(CCCCC(C)C)OP(=O)(OCCCCCC(C)C)[O-].C(CCCCCCCCCCCCCCC)[N+]1=CC=CC=C1 cetylpyridinium diisooctyl-phosphate